C(C1=CC=CC=C1)OC=1C(C=C(OC1C(=O)OC)C(C(O)C1(CN(CCCC1)C(=O)OC(C)(C)C)NC(=O)OC(C)(C)C)O)=O tert-butyl 3-(2-(5-(benzyloxy)-6-(methoxy carbonyl)-4-oxo-4H-pyran-2-yl)-1,2-dihydroxy ethyl)-3-((tert-butoxycarbonyl)amino)azepane-1-carboxylate